4-chloro-2-methyl-6-(4,4,5,5-tetramethyl-1,3,2-dioxaborolan-2-yl)-2h-indole ClC=1C2=CC(N=C2C=C(C1)B1OC(C(O1)(C)C)(C)C)C